3-butylhept-2-enyl-4-[[5-[[4-(3-butylhept-2-enoxy)-4-oxo-butyl]amino]-4-[4-(dimethylamino)butanoylamino]-5-oxo-pentanoyl]amino]butanoate C(CCC)C(=CCOC(CCCNC(CCC(C(=O)NCCCC(=O)OCC=C(CCCC)CCCC)NC(CCCN(C)C)=O)=O)=O)CCCC